OC1CC(N(C1)C(=O)NC1=CC=C(C=C1)C)C(=O)N 4-hydroxy-N1-p-tolylpyrrolidine-1,2-dicarboxamide